tert-butyl (2S)-2-(2-cyanoethoxymethyl)morpholine-4-carboxylate C(#N)CCOC[C@@H]1CN(CCO1)C(=O)OC(C)(C)C